6-chloro-3-nitro-1,5-naphthyridine ClC=1N=C2C=C(C=NC2=CC1)[N+](=O)[O-]